(S)-2-methyl-6-((tetrahydrofuran-3-yl)oxy)pyrido[3,4-d]pyrimidin-4-ol CC=1N=C(C2=C(N1)C=NC(=C2)O[C@@H]2COCC2)O